3-(5-ethylisothiazol-4-yl)-5-fluorobenzoic acid C(C)C1=C(C=NS1)C=1C=C(C(=O)O)C=C(C1)F